2,N-dimethyl-1,3-propanediamine CC(CNC)CN